N-(tetrahydro-2H-pyran-2-yloxy)acrylamide O1C(CCCC1)ONC(C=C)=O